[(3R)-3-tetrahydropyran-2-yloxybutyl] 4-methylbenzenesulfonate CC1=CC=C(C=C1)S(=O)(=O)OCC[C@@H](C)OC1OCCCC1